4-(1-(6-((Ethylamino)methyl)-2-methylpyridin-3-yl)-1H-pyrazol-4-yl)-2-(((3R,4S)-3-methyl-1-((1-methyl-1H-imidazol-4-yl)sulfonyl)piperidin-4-yl)amino)pyrimidine-5-carbonitrile C(C)NCC1=CC=C(C(=N1)C)N1N=CC(=C1)C1=NC(=NC=C1C#N)N[C@@H]1[C@@H](CN(CC1)S(=O)(=O)C=1N=CN(C1)C)C